((2-(2,6-dioxopiperidin-3-yl)-1-oxoisoindolin-4-yl)methyl)-2-oxoacetamide O=C1NC(CCC1N1C(C2=CC=CC(=C2C1)CC(C(=O)N)=O)=O)=O